(3S)-3-{[2-(4-methoxythiophen-3-yl)[1,2,4]triazolo[1,5-c]quinazolin-5-yl]amino}azepan-2-one tert-butyl-4-(4-(quinolin-3-yl)pyrimidin-2-yl)piperazine-1-carboxylate C(C)(C)(C)OC(=O)N1CCN(CC1)C1=NC=CC(=N1)C=1C=NC2=CC=CC=C2C1.COC=1C(=CSC1)C1=NN2C(=NC=3C=CC=CC3C2=N1)N[C@@H]1C(NCCCC1)=O